3-(((2R,5R)-2-((S)-sec-butyl)-5-(2,3-dihydro-1H-inden-2-yl)-3,6-dioxopiperazin-1-yl)(2-methyloxazol-4-yl)methyl)-5,6-dihydroimidazo[1,5-a]pyrazine-7(8H)-carboxylic acid methyl ester COC(=O)N1CC=2N(CC1)C(=NC2)C(C=2N=C(OC2)C)N2[C@@H](C(N[C@@H](C2=O)C2CC1=CC=CC=C1C2)=O)[C@@H](C)CC